[2H][C@@](C)(C=1C=C(C=C2C(C(=C(OC12)C1=CC=CC=C1)C)=O)C)N[S@](=O)C(C)(C)C (R)-N-[(1R)-1-deuterio-1-(3,6-dimethyl-4-oxo-2-phenyl-chromen-8-yl)ethyl]-2-methyl-propane-2-sulfinamide